2-amino-1-hexanol NC(CO)CCCC